3-(5-(4-(diphenylamino)piperidine-1-carbonyl)-4-fluoro-1-oxoisoindolin-2-yl)piperidine-2,6-dione C1(=CC=CC=C1)N(C1CCN(CC1)C(=O)C=1C(=C2CN(C(C2=CC1)=O)C1C(NC(CC1)=O)=O)F)C1=CC=CC=C1